pentadecafluoroheptyl sulfate S(=O)(=O)(OC(C(C(C(C(C(C(F)(F)F)(F)F)(F)F)(F)F)(F)F)(F)F)(F)F)[O-]